3-((S)-3-((4-((S)-3-phenylisoxazolidin-2-yl)-5-(trifluoromethyl)pyrimidin-2-yl)amino)pyrrolidin-1-yl)propan-1-ol C1(=CC=CC=C1)[C@H]1N(OCC1)C1=NC(=NC=C1C(F)(F)F)N[C@@H]1CN(CC1)CCCO